1-[6-[4-[4-cyano-2-(1-methylimidazol-2-yl)phenyl]-6-cyclopropylpyridin-2-yl]-4-methylsulfonyl-7-oxo-1-(2-trimethylsilylethoxy-methyl)pyrrolo[2,3-c]pyridin-2-yl]ethyl methanesulfonate CS(=O)(=O)OC(C)C1=CC2=C(C(N(C=C2S(=O)(=O)C)C2=NC(=CC(=C2)C2=C(C=C(C=C2)C#N)C=2N(C=CN2)C)C2CC2)=O)N1COCC[Si](C)(C)C